(R)-2-(8-fluoro-2-methylimidazo[1,2-a]pyridin-6-yl)-7-(3-methylpiperazin-1-yl)-4H-pyrido[1,2-a][1,3,5]triazin-4-one FC=1C=2N(C=C(C1)C=1N=C3N(C(N1)=O)C=C(C=C3)N3C[C@H](NCC3)C)C=C(N2)C